1-allyl-3-methyl-imidazole chloride 3,3,4,4,5,5,6,6,6-Nonafluorohexyl-dihydrogenphosphate FC(CCOP(=O)(O)O)(C(C(C(F)(F)F)(F)F)(F)F)F.[Cl-].C(C=C)N1CN(C=C1)C